(1R,5S)-1-(naphthalen-2-ylsulfonyl)-3-oxabicyclo[3.1.0]hexan-2-one C1=C(C=CC2=CC=CC=C12)S(=O)(=O)[C@]12C(OC[C@@H]2C1)=O